5-cyano-2-methyl-6-[[4-(trifluoromethyl)phenyl]methoxy]pyridine-3-carboxylic acid ethyl ester C(C)OC(=O)C=1C(=NC(=C(C1)C#N)OCC1=CC=C(C=C1)C(F)(F)F)C